C[C@@H]1CN(C[C@@H](N1)C)C=1N=NC(=CN1)C1=C(C=C(C=C1)B1OC(C(O1)(C)C)(C)C)OCOC 3-(cis-3,5-dimethylpiperazin-1-yl)-6-(2-(methoxymethoxy)-4-(4,4,5,5-tetramethyl-1,3,2-dioxaborolan-2-yl)phenyl)-1,2,4-triazine